N-(2-methyl-4-((4-methyl-2-(N-methylmethylsulfonamido)phenyl)amino)-3-oxo-2,3-dihydro-1H-pyrazolo[3,4-b]pyridin-6-yl)cyclopropanecarboxamide CN1NC2=NC(=CC(=C2C1=O)NC1=C(C=C(C=C1)C)N(S(=O)(=O)C)C)NC(=O)C1CC1